BrC=1C=C2C3(C(N(C(C2=CC1)=O)C(C(=O)OC(C)(C)C)=C)=O)CC3 tert-butyl 2-(6'-bromo-1',3'-dioxo-spiro[cyclopropane-1,4'-isoquinoline]-2'-yl)prop-2-enoate